C1(CCC1)N(C(OCCCC)=O)[C@H]1CN(CC1)C=1N=NC(=CC1)C1=C(C=C(C(=C1)F)C=1C=NN(C1)C1OCCCC1)OCOC butyl N-cyclobutyl-N-[(3R)-1-{6-[5-fluoro-2-(methoxymethoxy)-4-[1-(oxan-2-yl)pyrazol-4-yl]phenyl]pyridazin-3-yl}pyrrolidin-3-yl]carbamate